NC1=NC=C(C=N1)C1=CC=C(C(=N1)OC)NC(=O)C=1C(=NOC1C)C1=CC=CC=C1 [6-(2-aminopyrimidin-5-yl)-2-methoxy-3-pyridinyl]-5-methyl-3-phenyl-isoxazole-4-carboxamide